CC=1N=CSC1CCO 4-Methyl-5-thiazoleethanol